nickel-cobalt manganate lithium [Li+].[Mn](=O)(=O)([O-])[O-].[Co+2].[Ni+2]